(1-hydroxy-3-(octadecyloxy)propan-2-yl)benzamide OCC(COCCCCCCCCCCCCCCCCCC)C1=C(C(=O)N)C=CC=C1